tert-Butyl 2-(2-(2-(2-(3-(N,N-bis(4-methoxybenzyl)sulfamoyl)-6-ethyl-4,5,6,7-tetrahydro-1H-pyrazolo[3,4-c]pyridin-1-yl)-2-methylpropoxy)pyridin-4-yl)-4-fluoro-6-isopropylphenyl)acetate COC1=CC=C(CN(S(=O)(=O)C2=NN(C=3CN(CCC32)CC)C(COC3=NC=CC(=C3)C3=C(C(=CC(=C3)F)C(C)C)CC(=O)OC(C)(C)C)(C)C)CC3=CC=C(C=C3)OC)C=C1